C(CCCCCCCCCCCCC(=O)OO)(=O)OO diperoxytetradecanedioic acid